1-cyclopropyl-2-(5-cyclopropyl-1-methyl-1H-imidazol-2-yl)ethan-1-one C1(CC1)C(CC=1N(C(=CN1)C1CC1)C)=O